(E,E)-Furan O1C=CC=C1